C1(CCCC1)C=1N(C=C(N1)C(=O)O)C1=C(C=CC=C1)C(F)(F)F 2-cyclopentyl-1-(2-(trifluoromethyl)phenyl)-1H-imidazole-4-carboxylic acid